SC=1C=NC=C(C(=O)[O-])C1 5-mercaptonicotinate